γ-decanolactone C1(CC(CCCCCCC)O1)=O